FC(C(=O)O)(F)F.FC=1C=NN2C1C(=NC(=C2)C=2C=NN(C2)C)OC2(CC(C2)NC)C (1s,3s)-3-((3-fluoro-6-(1-methyl-1H-pyrazol-4-yl)pyrazolo[1,5-a]pyrazin-4-yl)oxy)-N,3-dimethylcyclobutan-1-amine trifluoroacetate